ClC1=C(C(=O)NC2=C(C=C(C=C2)F)F)C=C(C(=C1)F)N1C(N(C(N(C1=O)C)=S)C)=O 2-chloro-N-(2,4-difluorophenyl)-5-(3,5-dimethyl-2,6-dioxo-4-thioxo-1,3,5-triazin-1-yl)-4-fluorobenzamide